C1(CCCC1)C(=O)NC=1C(=C(C=CC1)C1=C2C=C(NC2=C(C=C1)C(=O)N)C=1CCN(CC1)S(=O)(=O)C)C 4-(3-(cyclopentanecarboxamido)-2-methylphenyl)-2-(1-(methylsulfonyl)-1,2,3,6-tetrahydropyridin-4-yl)-1H-indole-7-carboxamide